O=C1N(CC2=C3C(=CC=C12)C1(CCN(CC1)CC1=CC(=CC=C1)C=1C=NN(C1)C1CCOCC1)CO3)C3C(NC(CC3)=O)=O 3-(6-oxo-1'-(3-(1-(tetrahydro-2H-pyran-4-yl)-1H-pyrazol-4-yl)benzyl)-6,8-dihydro-2H,7H-spiro[furo[2,3-e]isoindole-3,4'-piperidin]-7-yl)piperidine-2,6-dione